C(C1=CC=CC=C1)(=O)N1CCC2(C(N3[C@H](O2)CC[C@H]3C3=C(C=CC=C3)F)=O)CC1 (5'S,7a'R)-1-benzoyl-5'-(2-fluorophenyl)tetrahydro-3'H-spiro[piperidine-4,2'-pyrrolo[2,1-b]oxazol]-3'-one